ethyl-cyano(hydroxyamino)acetate C(C)OC(C(NO)C#N)=O